CN1CC(C1)NC(C1=CC=CC=C1)=O N-(1-methylazacyclobutane-3-yl)benzamide